CNC1=NC=CC(=C1)O 2-(methylamino)-4-pyridol